3-[imidazo[1,2-a]pyridin-8-ylmethoxy]pyridine-4-carbonitrile N=1C=CN2C1C(=CC=C2)COC=2C=NC=CC2C#N